(R)-2-((1,1-dioxido-2,3-dihydrothiophen-3-yl)carbamoyl)-5-(5-methylthiophen-3-yl)pyridine 1-oxide O=S1(C[C@@H](C=C1)NC(=O)C1=[N+](C=C(C=C1)C1=CSC(=C1)C)[O-])=O